2-hydroxymethyl-2-methoxymethyl-4-methyl-1-azabicyclo[2.2.2]octan-3-one OCC1(N2CCC(C1=O)(CC2)C)COC